tert-butyl 4-((7-ethoxy-4-(1-methyl-3-phenyl-1H-pyrazol-4-yl)quinazolin-6-yl)oxy)piperidine-1-carboxylate C(C)OC1=C(C=C2C(=NC=NC2=C1)C=1C(=NN(C1)C)C1=CC=CC=C1)OC1CCN(CC1)C(=O)OC(C)(C)C